(1r,3r)-3-((5-(8-fluoroimidazo[1,2-a]pyridin-6-yl)-7H-pyrrolo[2,3-d]pyrimidin-2-yl)amino)-1-methylcyclobutan-1-ol FC=1C=2N(C=C(C1)C1=CNC=3N=C(N=CC31)NC3CC(C3)(O)C)C=CN2